2-propylmercapto-5-phenyl-5,6-dihydropyrido[2,3-d]pyrimidine-4,7(3H,8H)-dione C(CC)SC=1NC(C2=C(N1)NC(CC2C2=CC=CC=C2)=O)=O